2-(4-methyl-2-pyridinyl)isothiazolo[5,4-b]pyridine CC1=CC(=NC=C1)N1SC2=NC=CC=C2C1